C(C)N1CCC2(CC2C(=O)N[C@@H](CCCCCC(CC)=O)C=2N=C(NC2C2=CSC=C2)C2=CC=C(C=C2)F)CC1 6-Ethyl-N-((S)-1-(2-(4-fluorophenyl)-5-(thiophen-3-yl)-1H-imidazol-4-yl)-7-oxononyl)-6-azaspiro[2.5]octan-1-carboxamid